(S)-2-(1-cyclopropyl-2-hydroxy-2-methylpropyl)-7-((6,7-dihydro-5H-cyclopenta[b]pyridin-4-yl)methoxy)isoindolin-1-one C1(CC1)[C@@H](C(C)(C)O)N1C(C2=C(C=CC=C2C1)OCC1=C2C(=NC=C1)CCC2)=O